NC1=C(C(=NC=2N1N=C(C2CC2CC2)C)S(=O)(=O)C)C#N 7-amino-3-(cyclopropyl-methyl)-2-methyl-5-(methyl-sulfonyl)pyrazolo[1,5-a]pyrimidine-6-carbonitrile